N-(2-((3S,4R)-3-fluoro-4-methoxypiperidin-1-yl)pyrimidin-4-yl)-5-isopropyl-8-(1,6-diazaspiro[3.3]heptan-1-yl)-2,7-naphthyridin-3-amine F[C@H]1CN(CC[C@H]1OC)C1=NC=CC(=N1)NC=1N=CC2=C(N=CC(=C2C1)C(C)C)N1CCC12CNC2